(3,4-dichloro-1H-indol-7-yl)-4-(piperazin-1-ylsulfonyl)benzenesulfonamide ClC1=CNC2=C(C=CC(=C12)Cl)C1=C(C=CC(=C1)S(=O)(=O)N1CCNCC1)S(=O)(=O)N